C(#N)C=1C=CC(=NC1)C(=O)N 5-cyanopicolinamide